ClC1=C(C(=O)NCC(C(=O)OCC)(F)F)C=C(C=C1)NC(=O)[C@@H]1C([C@H]1C1=CC(=CC(=C1)Cl)Cl)(Cl)Cl trans-Ethyl 3-(2-chloro-5-(2,2-dichloro-3-(3,5-dichlorophenyl)cyclopropane-1-carboxamido)benzamido)-2,2-difluoropropanoate